ClC=1C=C(C=CC1OC1=NC=C(C=C1NS(=O)(=O)C1=CC(=C(C=C1)Cl)C(F)(F)F)C)NC(C=C)=O N-(3-chloro-4-((3-((4-chloro-3-(trifluoromethyl)phenyl)sulfonamido)-5-methylpyridin-2-yl)oxy)phenyl)acrylamide